1,3-diglycidyl-oxybenzene C(C1CO1)OC1=CC(=CC=C1)OCC1CO1